OC1=NC(=NC(=C1)C)C1CCC(CC1)(C(=O)OC)OC methyl 4-(4-hydroxy-6-methylpyrimidin-2-yl)-1-methoxycyclohexane-1-carboxylate